ClC1=CC=C(C=C1)C=1C=C(C(N(N1)C1=NN(C=C1)C)=O)C(=O)N[C@H](CO)C 6-(4-Chlorophenyl)-N-[(2S)-1-hydroxypropan-2-yl]-2-(1-methyl-1H-pyrazol-3-yl)-3-oxo-2,3-dihydropyridazine-4-carboxamide